FC1=CC=C(C=C1)N(C(=O)C1(CC1)C(=O)O)C 1-((4-fluorophenyl)(methyl)carbamoyl)cyclopropane-1-carboxylic acid